C(#N)CNC(C1=CC=C(C=C1)C1=NC(=NC=C1)Cl)=O N-(cyanomethyl)-4-(2-chloropyrimidine-4-yl)benzamide